2,2'-decamethylenebis(3,1-benzoxazin-4-one) N1=C(OC(C2=C1C=CC=C2)=O)CCCCCCCCCCC2=NC1=C(C(O2)=O)C=CC=C1